[Si](C)(C)(C(C)(C)C)OCC1(CCCC1)CN1N=C(C=2C=NC(=CC21)Cl)N2C[C@@H](CC2)CS(=O)(=O)CC (R)-1-((1-(((tert-butyldimethylsilyl)oxy)methyl)cyclopentyl)methyl)-6-chloro-3-(3-((ethylsulfonyl)methyl)pyrrolidin-1-yl)-1H-pyrazolo[4,3-c]pyridine